FC(C(=O)O)(F)F.C(#N)CC(N1N=CC(=C1)C=1C2=C(N=CN1)NC=C2)C=2C=C(C(=O)NC1=CC(=C(C=C1)C)C)C=CC2 3-{2-cyano-1-[4-(7H-pyrrolo-[2,3-d]pyrimidin-4-yl)-1H-pyrazol-1-yl]ethyl}-N-(3,4-dimethylphenyl)benzamide trifluoroacetate